BrC1=CC2=C(N=C(N=C2N[C@H](C)C=2C(=C(C=CC2)C(C(C)(O)C)(F)F)F)C(F)F)C(=N1)C 1-{3-[(1R)-1-{[6-bromo-2-(difluoromethyl)-8-methylpyrido[3,4-d]pyrimidin-4-yl]amino}ethyl]-2-fluorophenyl}-1,1-difluoro-2-methylpropan-2-ol